ethyl 2-(cyclopropylmethyl)-3-((3-methoxybenzyl) amino)-3-oxopropionate C1(CC1)CC(C(=O)OCC)C(=O)NCC1=CC(=CC=C1)OC